(2r,4r)-2-((1s,6r)-6-(4-(trifluoromethoxy)phenyl)-3-azabicyclo[4.1.0]heptane-3-carbonyl)-5-azaspiro[3.4]octane-6-one FC(OC1=CC=C(C=C1)[C@@]12CCN(C[C@H]2C1)C(=O)C1CC2(C1)NC(CC2)=O)(F)F